2-hexadecyl-trimethyl-ammonium bromide [Br-].CC(CCCCCCCCCCCCCC)[N+](C)(C)C